IC1=CC=C(C(=O)O)C=C1 monoiodobenzoic acid